BrC1=NC=CC(=C1)C1=C2C(=NC(=NC2=C(C=C1F)Cl)Cl)NCC(F)F (2-bromopyridin-4-yl)-2,8-dichloro-N-(2,2-difluoroethyl)-6-fluoroquinazolin-4-amine